ethyl 4-oxo-1-[4-(trifluoromethoxy)phenyl]-5-[4-(trifluoromethyl)triazol-2-yl]cinnoline-3-carboxylate O=C1C(=NN(C2=CC=CC(=C12)N1N=CC(=N1)C(F)(F)F)C1=CC=C(C=C1)OC(F)(F)F)C(=O)OCC